FC(C(C(F)(F)F)O)(F)F hexafluoroiso-propanol